COC1=CC=C(C=C1)NC(=O)C1=NC=C(C=C1)[N+](=O)[O-] N-(4-methoxyphenyl)-5-nitropyridineamide